N,N',N'',N'''-Tetrakis-(2,4-bis[N-(1-cyclohexyloxy-2,2,6,6-tetramethylpiperidin-4-yl)-butylamino]-1,3,5-triazin-6-yl)-1,5,8,12-tetrazadodecane C1(CCCCC1)ON1C(CC(CC1(C)C)N(C1=NC(=NC(=N1)N(C1CC(N(C(C1)(C)C)OC1CCCCC1)(C)C)CCCC)NCCCN(CCN(CCCNC1=NC(=NC(=N1)N(C1CC(N(C(C1)(C)C)OC1CCCCC1)(C)C)CCCC)N(C1CC(N(C(C1)(C)C)OC1CCCCC1)(C)C)CCCC)C1=NC(=NC(=N1)N(C1CC(N(C(C1)(C)C)OC1CCCCC1)(C)C)CCCC)N(C1CC(N(C(C1)(C)C)OC1CCCCC1)(C)C)CCCC)C1=NC(=NC(=N1)N(C1CC(N(C(C1)(C)C)OC1CCCCC1)(C)C)CCCC)N(C1CC(N(C(C1)(C)C)OC1CCCCC1)(C)C)CCCC)CCCC)(C)C